Ethyl-3-bromo-4-methyl-1-(2-oxopropyl)-1H-pyrazole-5-carboxylate C(C)OC(=O)C1=C(C(=NN1CC(C)=O)Br)C